BrC1=CC=C(C(=O)N(C)[C@H](CN2CCCC2)C2CC2)C=C1 (S)-4-Bromo-N-(1-cyclopropyl-2-(pyrrolidin-1-yl)ethyl)-N-methylbenzamide